C(C1=CC=CC=C1)NC1=NC2=C(N1)C=C(C(=C2)F)F N-benzyl-5,6-difluoro-1H-benzo[d]imidazol-2-amine